methyl ((4-iodophenyl)sulfonyl)carbamate Methyl-(Naphthalen-2-ylsulfonyl)carbamate COC(NS(=O)(=O)C1=CC2=CC=CC=C2C=C1)=O.IC1=CC=C(C=C1)S(=O)(=O)NC(OC)=O